Methyl 5-cyano-4-methoxypyrazolo[1,5-a]pyridine-3-carboxylate C(#N)C1=C(C=2N(C=C1)N=CC2C(=O)OC)OC